ClC1=C(C=CC(=C1)Cl)[N+]#N 2,4-dichlorobenzenediazonium